N1(N=CC=C1)C1=CC=C(CN2CC(=C3N2C=CC(=N3)OC3CNC3)C3CC3)C=C1 N-(4-(1H-pyrazol-1-yl)benzyl)-5-(azetidin-3-yloxy)-3-cyclopropylpyrazolo[1,5-a]pyrimidin